DIAZENYL-PYRIDINONE N(=N)C=1C(NC=CC1)=O